4-(2-mercaptoethyl)pyridine SCCC1=CC=NC=C1